ClC1=CC=C2C=C(NC2=C1Cl)C(=O)N1CCC(CC1)C=1C=C2CN(C(C2=CC1)=O)C1C(NC(CC1)=O)=O 3-(5-(1-(6,7-Dichloro-1H-indole-2-carbonyl)piperidin-4-yl)-1-oxoisoindolin-2-yl)piperidine-2,6-dione